[Cs+].P(=O)([O-])([O-])F.[Cs+] fluorophosphate cesium salt